F[C@@H]1[C@@H](C1)C(=O)NC=1N=C2N(C=C(N=C2)C2=C3C=NNC3=C(C(=C2CO)F)NC(C)C)C1 (1s,2s)-2-fluoro-N-(6-(6-fluoro-5-(hydroxymethyl)-7-(isopropylamino)-1H-indazol-4-yl)imidazo[1,2-a]pyrazin-2-yl)cyclopropane-1-carboxamide